[C@@H]1([C@H](CCC1)C(=O)O)C(=O)O (1R,2S)-cyclopentane-1,2-dicarboxylic acid